2'-O-ribosyl-adenosine (sulfate) S(=O)(=O)(O)OC[C@@H]1[C@H]([C@H]([C@@H](O1)N1C=NC=2C(N)=NC=NC12)OC1[C@H](O)[C@H](O)[C@H](O1)CO)O